1,1-dimethoxyethylene COC(=C)OC